C1=CC=CC=2C3=CC=CC=C3C(C12)COC(=O)N([C@H](C(=O)O)CC1=CC(=CC(=C1)F)F)C (S)-2-((((9H-fluoren-9-yl)methoxy)carbonyl)(methyl)amino)-3-(3,5-difluorophenyl)propanoic acid